NC1=NNC2=CC=C(C=C12)C1=C2C(=NC=C1)NC(=C2)C(=O)OC methyl 4-(3-amino-1H-indazol-5-yl)-1H-pyrrolo[2,3-b]pyridine-2-carboxylate